homomorpholin hydrochloride Cl.N1CCOCCC1